BrC=1C=C2C3=C(N(C2=CC1)C)C(=NC(=C3)C=O)C 6-Bromo-1,9-dimethyl-9H-pyrido[3,4-b]indole-3-carbaldehyde